[(1R)-1-phenylethyl] N-[5-methoxy-2-(4-piperidyl)phenyl]carbamate COC=1C=CC(=C(C1)NC(O[C@H](C)C1=CC=CC=C1)=O)C1CCNCC1